6-chloro-2-(3-cyclopropyl-1H-pyrazol-1-yl)-N-(4,4-difluorocyclohexyl)pyrimidin-4-amine ClC1=CC(=NC(=N1)N1N=C(C=C1)C1CC1)NC1CCC(CC1)(F)F